ClC1=NC=C(N=C1)C 2-chloro-5-methyl-pyrazine